FC=1C(=NC(=NC1)NC1=NC=C(C=C1)C1CCN(CC1)C1COCC1)C1=C(C=2C(N(C=C(C2S1)C(C)C)C)=O)C 2-(5-Fluoro-2-((5-(1-(tetrahydrofuran-3-yl)piperidin-4-yl)pyridin-2-yl)amino)pyrimidin-4-yl)-7-isopropyl-3,5-dimethylthieno[3,2-c]pyridin-4(5H)-one